C(C1=CC=CC=C1)N1N=CC2=CC=C(C=C12)C(CCC)S(=O)(=O)N (1-benzyl-1H-indazol-6-yl)butane-1-sulfonamide